[NH4+].Cl(=O)(=O)[O-].[Al] aluminum chlorate ammonium salt